N=C1SCC(N1C1=C(C=CC(=C1)C)C(CC)OC)=O 2-imino-3-(2-(1-methoxypropyl)-5-methylphenyl)thiazolidin-4-one